(1R,3r,5S)-8-((2-methyl-6-(trifluoromethyl)pyridin-3-yl)sulfonyl)-N-(2-oxaspiro[3.3]heptan-6-yl)-8-azabicyclo[3.2.1]octan-3-amine CC1=NC(=CC=C1S(=O)(=O)N1[C@H]2CC(C[C@@H]1CC2)NC2CC1(COC1)C2)C(F)(F)F